4-((R)-4-((3S,5S,8R,9S,10S,13R,14S,17R)-3-hydroxy-10,13-dimethylhexadecahydro-1H-cyclopenta[a]phenanthren-17-yl)pentanoyl)piperazine-1-carboxamide O[C@H]1CC[C@@]2([C@H]3CC[C@@]4([C@H](CC[C@H]4[C@@H]3CC[C@H]2C1)[C@@H](CCC(=O)N1CCN(CC1)C(=O)N)C)C)C